C(C)C(C(C)(C)N=[Ta]NC)(CC)CC trisethylmethylaminotertiarybutyliminotantalum